5-Methyl-N4-(3-oxo-2,2,4-trimethylbenzo[1,4]oxazin-6-yl)-N2-[4-(N-propionylaminosulfonyl)phenyl]-2,4-pyrimidinediamine Sodium Salt [Na].CC=1C(=NC(=NC1)NC1=CC=C(C=C1)S(=O)(=O)NC(CC)=O)NC=1C=CC2=C(N(C(C(O2)(C)C)=O)C)C1